N-[2,4-difluoro-3-[(2-thiazol-5-ylthiazolo[5,4-d]pyrimidin-7-yl)amino]phenyl]-3-fluoro-2-methyl-benzenesulfonamide FC1=C(C=CC(=C1NC=1C2=C(N=CN1)SC(=N2)C2=CN=CS2)F)NS(=O)(=O)C2=C(C(=CC=C2)F)C